FC=1C=C(C=C(C1)F)C(C(=O)NN1C(=NC2=CC(=CC=C2C1=O)C(F)(F)F)SC)C 2-(3,5-Difluoro-phenyl)-N-(2-methylsulfanyl-4-oxo-7-trifluoromethyl-4H-quinazolin-3-yl)-propionamide